C1=CC=CC=2C3=CC=CC=C3C(C12)COC(=O)N([C@@H](CC(=O)[O-])C(=O)N1COCC1)C (3S)-3-[9H-fluoren-9-ylmethoxycarbonyl(methyl)amino]-4-(1,3-oxazolidin-3-yl)-4-oxobutanoate